4-[2-phenoxyethyl-[4-(5,6,7,8-tetrahydro-1,8-naphthyridin-2-yl)butyl]amino]-2-[(2-pyrazin-2-ylacetyl)amino]butanoic acid O(C1=CC=CC=C1)CCN(CCC(C(=O)O)NC(CC1=NC=CN=C1)=O)CCCCC1=NC=2NCCCC2C=C1